tert-butyl ((3S,4S)-8-(5-((2-(azidomethyl)-8-chloroimidazo[1,2-a]pyridin-7-yl)thio)-3-(hydroxymethyl)-6-methylpyrazin-2-yl)-3-methyl-2-oxa-8-azaspiro[4.5]decan-4-yl)carbamate N(=[N+]=[N-])CC=1N=C2N(C=CC(=C2Cl)SC=2N=C(C(=NC2C)N2CCC3([C@@H]([C@@H](OC3)C)NC(OC(C)(C)C)=O)CC2)CO)C1